N=1N(N=CC1)C=1C=CC(=NC1)C1(CCC2(OCCO2)CC1)O 8-[5-(2H-1,2,3-triazol-2-yl)pyridin-2-yl]-1,4-dioxaspiro[4.5]decan-8-ol